tert-butyl O-(tert-butyl)-N-(2-(3-(3-(pentan-3-ylcarbamoyl)-1H-pyrazol-5-yl)phenyl)oxazole-5-carbonyl)-L-serinate C(C)(C)(C)OC[C@H](NC(=O)C1=CN=C(O1)C1=CC(=CC=C1)C1=CC(=NN1)C(NC(CC)CC)=O)C(=O)OC(C)(C)C